COC1=CC=C(C=C1)CN1N=C(C=C1C1=NC2=C(N1)C=CC(=C2)OC(F)(F)F)NC(=O)C=2C=NC(=CC2)N2CCOCC2 N-[1-[(4-methoxyphenyl)methyl]-5-[5-(trifluoromethoxy)-1H-benzimidazol-2-yl]pyrazol-3-yl]-6-morpholino-pyridine-3-carboxamide